2-hydroxy-3-methylanthraquinone methyl-2-isopropyl-3H-imidazole-4-carboxylate COC(=O)C=1NC(=NC1)C(C)C.OC1=CC=2C(C3=CC=CC=C3C(C2C=C1C)=O)=O